methyl (3S)-7-(6-{bis[(tert-butoxy)carbonyl]amino}-3-chloro-2-fluorophenyl)-1-ethoxy-5-oxo-1,2,3,5-tetrahydroindolizine-3-carboxylate C(C)(C)(C)OC(=O)N(C1=CC=C(C(=C1C1=CC(N2[C@@H](CC(C2=C1)OCC)C(=O)OC)=O)F)Cl)C(=O)OC(C)(C)C